1-((2-(trimethylsilyl)ethoxy)methyl)-1H-pyrrolo[2,3-b]pyridine-4-carboxylic acid C[Si](CCOCN1C=CC2=C1N=CC=C2C(=O)O)(C)C